5-bromo-2-(tetrahydro-2H-pyran-4-yl)pyridine BrC=1C=CC(=NC1)C1CCOCC1